racemic-7-(2-fluoro-3-(1-(2-(4-fluorophenyl)propyl)-1H-pyrazol-4-yl)phenyl)-[1,2,4]triazolo[1,5-a]pyridin-2-amine FC1=C(C=CC=C1C=1C=NN(C1)C[C@H](C)C1=CC=C(C=C1)F)C1=CC=2N(C=C1)N=C(N2)N |r|